2-amino-1,9-dihydro-9-((2-hydroxyethoxy)methyl)-6H-purin-6-one NC=1NC(C=2N=CN(C2N1)COCCO)=O